(1R)-1-[8-(4,4-difluoropiperidin-1-yl)-2-(5,6,7,8-tetrahydro-1,6-naphthyridin-2-ylamino)pyrido[3,4-d]pyrimidin-6-yl]ethanol FC1(CCN(CC1)C1=NC(=CC2=C1N=C(N=C2)NC2=NC=1CCNCC1C=C2)[C@@H](C)O)F